[O-]S(=O)(=O)C(F)(F)F.CC1(C2CC3CC(CC1C3)C2)OC(=O)C[S+]2CCCC2 ((2-methyl-2-adamantyl)oxycarbonylmethyl)tetrahydrothiophen-1-ium triflate